2-((2-((3-(1-(4-((trifluoromethyl)thio)phenyl)cyclopropyl)-1,2,4-oxadiazol-5-yl)methyl)acryloyl)oxy)acetic acid FC(SC1=CC=C(C=C1)C1(CC1)C1=NOC(=N1)CC(C(=O)OCC(=O)O)=C)(F)F